O.C(CC(O)(C(=O)O)CC(=O)O)(=O)O.CN1N=CC=C1C1CCN(CC1)C1CC2(C1)CN(CC2)C(=O)OCC ethyl cis-2-[4-(1-methyl-1H-pyrazol-5-yl)piperidin-1-yl]-6-azaspiro[3.4]octane-6-carboxylate citrate hydrate